(S)-4-((1-(3-Methoxybenzyl)piperidin-3-yl)amino)-N-methyl-1H-pyrrolo[2,3-b]pyridine-5-carboxamide COC=1C=C(CN2C[C@H](CCC2)NC2=C3C(=NC=C2C(=O)NC)NC=C3)C=CC1